C=CCC(CCCCCC)O dec-1-en-4-ol